S1C=NC2=C1C=C(C=C2)NC2=NC=NC1=CC(=C(C=C21)N[C@@H]2[C@@H](CN(CC2)C)F)C2=NN(C=C2)C |r| rac-N4-(1,3-benzothiazol-6-yl)-N6-[(3R,4S)-3-fluoro-1-methylpiperidin-4-yl]-7-(1-methyl-1H-pyrazol-3-yl)quinazoline-4,6-diamine